FC(C(=N)N)(C)F 2,2-difluoropropionamidine